5-((7-fluoro-3-oxo-4-(prop-2-yn-1-yl)-3,4-dihydrospiro[benzo[b][1,4]oxazin-2,1'-cyclopropan]-6-yl)amino)-3-methyl-5-oxopentanoic acid FC=1C(=CC2=C(OC3(CC3)C(N2CC#C)=O)C1)NC(CC(CC(=O)O)C)=O